NC1CC2(CN(C2)C(=O)C=2C=NN3C2SC=C3)C1 (6-amino-2-azaspiro[3.3]heptan-2-yl)(pyrazolo[5,1-b]thiazol-7-yl)methanone